2-[[((4-pyridyl)methyl)hydroxyphosphinyl]oxy]glutaric acid N1=CC=C(C=C1)CP(=O)(OC(C(=O)O)CCC(=O)O)O